C(CCCCCCCCCCCCCCC)(=O)O.OC=1[C@H](OC(C1O)=O)[C@H](CO)O Vitamin C palmitate